2,4,6-trifluoro-N-(pyridazin-3-yl)-N-((2-(trimethylsilyl)ethoxy)methyl)benzenesulfonamide FC1=C(C(=CC(=C1)F)F)S(=O)(=O)N(COCC[Si](C)(C)C)C=1N=NC=CC1